F[C@](C=1C=C(C=CC1)N1C(C2=CC(=CC(=C2C1)C(F)(F)F)CNC1(CCC1)C)=O)(C1COC1)C1=NN=CN1C (S)-2-(3-(fluoro(4-methyl-4H-1,2,4-triazol-3-yl)(oxetan-3-yl)methyl)phenyl)-6-(((1-methylcyclobutyl)amino)methyl)-4-(trifluoro-methyl)isoindolin-1-one